5-(5-tert-butoxycarbonyl-2-norbornyloxycarbonyl)-bicyclo[2.2.1]hept-2-ene C(C)(C)(C)OC(=O)C1C2CC(C(C1)C2)OC(=O)C2C1C=CC(C2)C1